C(C)(C)(C)OC(=O)N[C@@H](C(=O)OC)CCC(CP(=O)(OC)OC)=O methyl (R)-2-((tert-butoxycarbonyl)-amino)-6-(dimethoxyphosphoryl)-5-oxohexanoate